C[Si](OC(C#N)C([2H])([2H])[2H])(C)C 2-((trimethylsilyl)oxy)propionitrile-3,3,3-d3